CC1=CC(=NC=C1)C1=CC=CC2=C1OC1=C2C=CC=C1 4-methyl-2-(dibenzo[b,d]furan-4-yl)pyridine